5-((4-(2,6-dimethylpyridin-4-yl)piperazin-1-yl)methyl)-2-(2,4-dioxotetrahydropyrimidine-1(2H)-yl)isoindoline-1,3-dione CC1=NC(=CC(=C1)N1CCN(CC1)CC=1C=C2C(N(C(C2=CC1)=O)N1C(NC(CC1)=O)=O)=O)C